(R)-(5-(1-aminoethyl)-2,3-dihydro-1H-indol-1-yl)(4,4-difluorocyclohexan-1-yl)methanone N[C@H](C)C=1C=C2CCN(C2=CC1)C(=O)C1CCC(CC1)(F)F